N-(3-((5-bromo-2-((2-ethyl-4-(4-methylpiperazin-1-yl)phenyl)amino)pyrimidin-4-yl)amino)propyl)cyclobutanecarboxamide BrC=1C(=NC(=NC1)NC1=C(C=C(C=C1)N1CCN(CC1)C)CC)NCCCNC(=O)C1CCC1